C(C(=C)C)(=O)OCCOC1=CC=C(C=C1)C(C)(C)C1=CC=C(C=C1)OCCOC(C(=C)C)=O 2,2-Bis[4-(methacryloyloxyethoxy)phenyl]propane